[C@H]12COC[C@H](CC(C1)C1=C(C3=C(N=NC(=C3)C3=C(C=CC=C3)O)N1)CCCOC1COCC1)N2 2-(6-((1R,5S,7r)-3-oxa-9-azabicyclo[3.3.1]nonan-7-yl)-5-(3-((tetrahydrofuran-3-yl)oxy)propyl)-7H-pyrrolo[2,3-c]pyridazin-3-yl)phenol